(allyloxy)propanediol C=CCOC(CO)CO